5-((1-(4-Aminobutoxy)-2-methylpropan-2-yl)amino)benzo[c][2,6]naphthyridine-8-carboxylic acid methyl ester COC(=O)C=1C=CC2=C(N=C(C3=CC=NC=C23)NC(COCCCCN)(C)C)C1